OC1CCN(CC1)C1=C(C=C(C#N)C=C1)[N+](=O)[O-] 4-(4-hydroxypiperidin-1-yl)-3-nitrobenzonitrile